4-chloro-2-fluorobenzofuran-7-carboxylic acid methyl ester COC(=O)C1=CC=C(C=2C=C(OC21)F)Cl